1-[4-trifluoromethylphenyl]-3-[3,5-dimethyl-4-carboxydimethylmethoxyphenyl]prop-2-en-1-one FC(C1=CC=C(C=C1)C(C=CC1=C(C(=C(C(=C1)C)C(=O)O)C)OC(C)C)=O)(F)F